2,4-dinitrobenzenesulfonyl fluoride [N+](=O)([O-])C1=C(C=CC(=C1)[N+](=O)[O-])S(=O)(=O)F